2-methyl-N-(1-(2-methyl-7-(5-methylpyrimidin-2-yl)quinolin-5-yl)cyclopropyl)-5-(8-methyl-3,8-diazabicyclo[3.2.1]octan-3-yl)benzamide CC1=C(C(=O)NC2(CC2)C2=C3C=CC(=NC3=CC(=C2)C2=NC=C(C=N2)C)C)C=C(C=C1)N1CC2CCC(C1)N2C